methyl 2-(3-((1-(2,6-bis(benzyloxy)pyridin-3-yl)-3-methyl-2-oxo-2,3-dihydro-1H-benzo[d]imidazol-5-yl)amino)phenyl)acetate C(C1=CC=CC=C1)OC1=NC(=CC=C1N1C(N(C2=C1C=CC(=C2)NC=2C=C(C=CC2)CC(=O)OC)C)=O)OCC2=CC=CC=C2